COC1=CC=C(C[N+]#[C-])C=C1 4-METHOXYBENZYL ISOCYANIDE